N-(3-methoxy-4-methylphenyl)-4-[2-oxo-4-(pyridin-3-yl)-2,3-dihydro-1H-1,3-benzodiazol-1-yl]piperidine-1-carboxamide COC=1C=C(C=CC1C)NC(=O)N1CCC(CC1)N1C(NC2=C1C=CC=C2C=2C=NC=CC2)=O